C(C)(C)(C)OC(=O)N[C@H](C(=O)N(C)[C@H](/C=C(/C(=O)N[C@@H](C(=O)N[C@H](CCC(=O)OCC)C(=O)OCC)CCC(=O)OC)\C)C(C)C)C(C)(C)C diethyl ((R)-2-((S,E)-4-((S)-2-((tert-butoxycarbonyl)amino)-N,3,3-trimethylbutanamido)-2,5-dimethylhex-2-enamido)-5-methoxy-5-oxopentanoyl)-D-glutamate